C(C)N1N=CC(=C1)CN1C(N(C=C1)C1=C(C(=CC(=C1)N(C1CCOCC1)C)C(F)(F)F)F)=O 1-[(1-ethyl-1H-pyrazol-4-yl)methyl]-3-{2-fluoro-5-[methyl(oxan-4-yl)amino]-3-(trifluoromethyl)phenyl}-1,3-dihydro-2H-imidazol-2-one